ClC=1C=C(C=C(C1)C(C)(C)C1=CC(=CC(=C1)OC)Cl)NC(=O)C1=CC2=C(S1)C=CC(=C2)C(C)(C)S(=O)(=O)C N-(3-Chloro-5-(2-(3-chloro-5-methoxyphenyl)propan-2-yl)phenyl)-5-(2-(methylsulfonyl)propan-2-yl)benzo[b]thiophen-2-carboxamid